(S)-2-chloro-4,6-dihydrospiro[cyclopenta[d]thiazol-5,4'-piperidin]-4-amine hydrochloride Cl.ClC=1SC2=C(N1)[C@H](C1(CCNCC1)C2)N